N=1C=CN2C1N=CC(=C2)C2=CNC=1N=C(N=CC12)NCC1CCN(CC1)C 5-(imidazo[1,2-a]pyrimidin-6-yl)-N-((1-methylpiperidin-4-yl)methyl)-7H-pyrrolo[2,3-d]pyrimidin-2-amine